CC1(CN(CCOC1)C(=O)[O-])OCC(C)C 6-methyl-6-(2-methylpropoxy)-1,4-oxazepane-4-carboxylate